ClC=1C=C(C=C(C1C)CN1CCOCC1)CC(=O)NC1CN(C1)C1=CC(=C(C(=C1)F)C1C(NC(CC1)=O)=O)F 2-(3-chloro-4-methyl-5-(morpholinomethyl)phenyl)-N-(1-(4-(2,6-dioxopiperidin-3-yl)-3,5-difluorophenyl)azetidin-3-yl)acetamide